N1=CN=CC(=C1)CNC(=O)C1CC12CCN(CC2)C(=O)OC(C(F)(F)F)C(F)(F)F 1,1,1,3,3,3-hexafluoropropan-2-yl (+)-1-((pyrimidin-5-ylmethyl)carbamoyl)-6-azaspiro[2.5]octane-6-carboxylate